4-[5-(2,6-dibenzyloxy-3-pyridinyl)-2-pyridinyl]-6-hydroxy-1,4-diazepane-1-carboxylic acid tert-butyl ester C(C)(C)(C)OC(=O)N1CCN(CC(C1)O)C1=NC=C(C=C1)C=1C(=NC(=CC1)OCC1=CC=CC=C1)OCC1=CC=CC=C1